4-(2-{6-[({4-[(tert-butyldiphenylsilyl)oxy]-3-methyloxypent-3-yl}amino)methyl]-4-fluoro-1-oxo-3H-isoindol-2-yl}-6-cyclopropylpyridin-4-yl)-3-(4-methyl-1,2,4-triazol-3-yl)benzonitrile [Si](C1=CC=CC=C1)(C1=CC=CC=C1)(C(C)(C)C)OC(C(CC)(OC)NCC1=CC(=C2CN(C(C2=C1)=O)C1=NC(=CC(=C1)C1=C(C=C(C#N)C=C1)C1=NN=CN1C)C1CC1)F)C